2-(1-(1-(2-((tert-butyldimethylsilyl)oxy)ethyl)-1H-pyrazol-4-yl)-5-oxopyrrolidin-3-yl)-1-((2R,4R)-2-methyltetrahydro-2H-pyran-4-yl)-1H-imidazo[4,5-c]quinoline-8-carbonitrile [Si](C)(C)(C(C)(C)C)OCCN1N=CC(=C1)N1CC(CC1=O)C=1N(C2=C(C=NC=3C=CC(=CC23)C#N)N1)[C@H]1C[C@H](OCC1)C